OC1CN(C1)C(=O)C=1C=C2N(C3=CC=C(C=C3N=C2NCC2=CC=C(C=C2)OC)C2=CC=NN2C2OCCCC2)C1 (3-hydroxyazetidin-1-yl)(4-((4-methoxybenzyl)amino)-7-(1-(tetrahydro-2H-pyran-2-yl)-1H-pyrazol-5-yl)pyrrolo[1,2-a]quinoxalin-2-yl)methanone